tert-Butyl N-[(3R)-3-[(7-fluoro-2-formyl-indan-5-yl)carbamoyl]tetrahydrofuran-3-yl]carbamate FC=1C=C(C=C2CC(CC12)C=O)NC(=O)[C@@]1(COCC1)NC(OC(C)(C)C)=O